4-(benzo[b]naphtho[1,2-d]thiophen-6-yl)-6-(5-chloro-[1,1'-biphenyl]-3-yl)-2-phenylpyrimidine C1=CC=CC=2C=C(C3=C(C4=C(S3)C=CC=C4)C12)C1=NC(=NC(=C1)C=1C=C(C=C(C1)Cl)C1=CC=CC=C1)C1=CC=CC=C1